3-({5H,6H,7H,8H-pyrido[3,4-d]pyrimidin-2-yl}amino)-5,6,7,8-tetrahydroquinolin-6-ol N1=C(N=CC2=C1CNCC2)NC=2C=NC=1CCC(CC1C2)O